FC=1C=C2C(=NC1)N(C=C2OC2=C(C=C(C=C2)[N+](=O)[O-])F)S(=O)(=O)C2=CC=C(C=C2)C 5-fluoro-3-(2-fluoro-4-nitro-phenoxy)-1-(p-tolylsulfonyl)pyrrolo[2,3-b]pyridine